CC(C[C@@H](B1O[C@@]2([C@H](O1)C[C@H]1C([C@@H]2C1)(C)C)C)NC(=O)C1CC(=NO1)C1=CC=NC2=CC=CC=C12)C N-((R)-3-methyl-1-((3aS,4S,6S,7aR)-3a,5,5-trimethylhexahydro-4,6-methanobenzo[d][1,3,2]dioxaborol-2-yl)butyl)-3-(quinolin-4-yl)-4,5-dihydroisoxazol-5-carboxamide